NC=1C(=NC(=CC1)OC)CC(C)N(C(=O)OC(C)(C)C)CC1=C(C=CC(=C1)F)NC1=C(C(=O)O)C=C(C(=C1)C(F)(F)F)F 2-((2-(((1-(3-Amino-6-methoxypyridin-2-yl)propan-2-yl)(tert-butoxycarbonyl)-amino)methyl)-4-fluorophenyl)amino)-5-fluoro-4-(trifluoromethyl)benzoic acid